1-(2-(4-methyl-5-phenyl-1H-imidazol-2-yl)piperidin-1-yl)-2-(methylthio)propan-1-one CC=1N=C(NC1C1=CC=CC=C1)C1N(CCCC1)C(C(C)SC)=O